2-methyl-4,5,6,7,8,9-hexahydro-2H-5,9-epiminocycloocta[c]pyrazol CN1N=C2C(=C1)CC1CCCC2N1